Ethyl 6-(2-(ethoxycarbonyl)cyclopent-1-en-1-yl)-5-nitronicotinate C(C)OC(=O)C1=C(CCC1)C1=NC=C(C(=O)OCC)C=C1[N+](=O)[O-]